FC=1C(=NC=C(C1C)F)S(=O)(=O)N(COCC[Si](C)(C)C)C=1N=CSC1 3,5-difluoro-4-methyl-N-(thiazol-4-yl)-N-((2-(trimethylsilyl)ethoxy)methyl)pyridine-2-sulfonamide